3-[2-[(E)-5-[3-(Benzenesulfonamido)phenyl]pent-4-enoxy]phenyl]propanamide C1(=CC=CC=C1)S(=O)(=O)NC=1C=C(C=CC1)/C=C/CCCOC1=C(C=CC=C1)CCC(=O)N